2-bromo-N-(5-chloro-2-hydroxyphenyl)-2-methylpropanamide BrC(C(=O)NC1=C(C=CC(=C1)Cl)O)(C)C